methyl 4-amino-2,6-dichloro-5-fluoronicotinate NC1=C(C(=NC(=C1C(=O)OC)Cl)Cl)F